7-bromo-6-((3S,5R)-3,5-dimethylmorpholino)quinoline-4-carboxylic acid ethyl ester C(C)OC(=O)C1=CC=NC2=CC(=C(C=C12)N1[C@H](COC[C@H]1C)C)Br